C(C)(C)(C)C1N(CCCN(C1)C1=NC=NC2=CC(=C(C=C12)OC)OCC(=O)N)C(=O)O tert-butyl-4-(7-(2-amino-2-oxoethoxy)-6-methoxyquinazolin-4-yl)-1,4-diazepan-1-carboxylic acid